(E)-3-Methyl-6,7-dihydrobenzofuran-4(5H)-one-O-(4-((2-hydroxyethyl)(methyl)amino)but-2-yn-1-yl)oxime OCCN(CC#CCO\N=C\1/CCCC2=C1C(=CO2)C)C